2-(4-(4-aminophenyl)pyridin-3-yl)-1-(pyrrolidin-1-yl)ethan NC1=CC=C(C=C1)C1=C(C=NC=C1)CCN1CCCC1